C(C(C)C)N(C1=CC=C(C=C1)C1=CC=C(C=N1)C(=O)NCC=1C=NC=CC1)C(CC)=O 6-[4-[isobutyl-(propionyl)amino]phenyl]-N-(3-pyridylmethyl)pyridine-3-carboxamide